8-cyclopentyl-7-oxo-2-((3-oxoisoindolin-5-yl)amino)-7,8-dihydropyrido[2,3-d]pyrimidine-6-carbonitrile C1(CCCC1)N1C(C(=CC2=C1N=C(N=C2)NC=2C=C1C(NCC1=CC2)=O)C#N)=O